2-pyrazoleamine N=1N(C=CC1)N